platinum bis(acetoacetate) C(CC(=O)C)(=O)[O-].C(CC(=O)C)(=O)[O-].[Pt+2]